6-fluoro-N-(3-fluoro-5-(4,4,4-trifluoro-3,3-dimethylbut-1-yn-1-yl)phenyl)-N-methyl-[1,2,4]triazolo[4,3-a]quinazolin-5-amine FC1=C2C(=NC=3N(C2=CC=C1)C=NN3)N(C)C3=CC(=CC(=C3)C#CC(C(F)(F)F)(C)C)F